ClC1=C(C=CC=C1)S(=O)(=O)NC1=C(C=C(C(=C1)OC)\C=C\C=1C=NC(=NC1)NC1CCC(CC1)N(C)C)F 2-chloro-N-(4-((E)-2-(2-(((1r,4r)-4-(dimethylamino)cyclohexyl)amino)pyrimidin-5-yl)vinyl)-2-fluoro-5-methoxyphenyl)benzenesulfonamide